2-[(2S)-4-[7-(8-chloro-1-naphthyl)-2-[2-(4,4-difluoro-1-piperidyl)ethoxy]-6,8-dihydro-5H-pyrido[3,4-d]pyrimidin-4-yl]-1-prop-2-enoyl-piperazin-2-yl]acetonitrile ClC=1C=CC=C2C=CC=C(C12)N1CC=2N=C(N=C(C2CC1)N1C[C@@H](N(CC1)C(C=C)=O)CC#N)OCCN1CCC(CC1)(F)F